2-(aminocarbonyl)phenylboronic acid NC(=O)C1=C(C=CC=C1)B(O)O